3-bromo-2-chloro-6,6-difluoro-6,7-dihydro-5H-cyclopenta[b]pyridin-5-one BrC=1C=C2C(=NC1Cl)CC(C2=O)(F)F